FC=1C=C(C=C2C(=CNC12)CCN(C)C(C)C)O 7-fluoro-3-(2-(isopropyl-(methyl)amino)ethyl)-1H-indol-5-ol